(S)-2-((S)-4,4-difluoro-3-(6-oxo-1-(2,2,2-trifluoroethyl)-1,6-dihydropyridin-3-yl)piperidin-1-yl)-N-(5-fluoropyridin-2-yl)propanamide FC1([C@H](CN(CC1)[C@H](C(=O)NC1=NC=C(C=C1)F)C)C1=CN(C(C=C1)=O)CC(F)(F)F)F